C[C@@H](CC)NC(O[C@H]1C[C@H](CC1)C1=CC(=NN1)NC(CC=1N=C2N(C=CC(=N2)C)C1)=O)=O (1R,3S)-3-(3-{[(7-meth-ylimidazo[1,2-a]pyrimidin-2-yl)acetyl]amino}-1H-pyrazol-5-yl)cyclopentyl (2S)-butan-2-ylcarbamate